C1(=CC=CC=C1)S(=O)(=O)NC(=O)C=1C(=NC(=CC1)N1N=C(C=C1)OCCC(C1CC1)C1CC1)Cl N-(Benzenesulfonyl)-2-chloro-6-[3-(3,3-dicyclopropylpropoxy)pyrazol-1-yl]pyridine-3-carboxamide